C(C)(C)(C)OC(=O)NCCCOC1=C2CN(CC2=CC=C1)[C@H](C(=O)O)C1=CC=CC=C1 (S)-2-(4-(3-((tert-butoxycarbonyl)amino)propoxy)isoindolin-2-yl)-2-phenylacetic acid